ClC1=CC=C(C=C1)C(O)(C1CC1)C1=CC=C(C=C1)Cl bis-(p-chlorophenyl)-cyclopropylmethanol